C(C1=CC=CC=C1)N[C@@H](CC(C)(C)C(CCCOCC1=CC=CC=C1)=O)C(=O)O benzyl-(4-(benzyloxybutyryl))leucine